FC(C=1C=C(C=C(C1)[C@@H](C)NC1=NC(=NC2=C3C(=C(C=C12)N1CCOCC1)CCC3)C)NC(C)=O)F |r| (R/S)-N-(3-(difluoromethyl)-5-(1-((2-methyl-6-morpholino-8,9-dihydro-7H-cyclopenta[h]quinazolin-4-yl)amino)ethyl)phenyl)acetamide